1-butyl-N'-(3-fluorophenyl)-3-oxo-1,3-dihydroisobenzofuran-5-carboxylic acid hydrazide C(CCC)C1OC(C2=CC(=CC=C12)C(=O)NNC1=CC(=CC=C1)F)=O